cerium lanthanum hydroxide carbonate C([O-])([O-])=O.[OH-].[La+3].[Ce+3]